CC1=C(C(=O)C=C2C1=CC=C3[C@]2(CC[C@@]4([C@@]3(CC[C@@]5([C@H]4C[C@](CC5)(C)C(=O)O)C)C)C)C)O Tripterin